benzyl (2S)-4-hydroxy-1-(6-oxo-6-undecoxy-hexyl)pyrrolidine-2-carboxylate OC1C[C@H](N(C1)CCCCCC(OCCCCCCCCCCC)=O)C(=O)OCC1=CC=CC=C1